5-fluoro-3-methylbenzo[c][1,2]oxaborol-1(3H)-ol FC1=CC2=C(B(OC2C)O)C=C1